1,4-dimethylhexamethylene diisocyanate CC(CCC(CCN=C=O)C)N=C=O